(S)-quinuclidin-3-yl ((R)-5-(4-ethylphenyl)-6-fluoro-2,2-dimethyl-2,3-dihydro-1H-inden-1-yl)carbamate C(C)C1=CC=C(C=C1)C=1C=C2CC([C@H](C2=CC1F)NC(O[C@@H]1CN2CCC1CC2)=O)(C)C